CNCC1=CC(=CO1)B(O)O 5-((METHYLAMINO)METHYL)FURAN-3-YLBORONIC ACID